C(CCC)C(C(=O)N)(C1=C(C=CC=C1)F)N1C(=NC2=C1C=CC=C2)C2=C(C=C(C=C2)OC)OC n-butyl-2-[2-(2,4-dimethoxy-phenyl)-benzoimidazol-1-yl]-2-(2-fluoro-phenyl)-acetamide